2-Hydroxyethyl (3-(3-fluoro-4-((2-methylimidazol-1-yl)methyl)phenyl)-5-isobutyl-2-thienyl)sulfonylcarbamate FC=1C=C(C=CC1CN1C(=NC=C1)C)C1=C(SC(=C1)CC(C)C)S(=O)(=O)NC(OCCO)=O